FCC=1C=C(C=CC1OC1=C2C(=NC=C1)NC=C2)N2C(N(CC2=O)C=2C=NC=C(C2)C(F)(F)F)=O 3-[3-(fluoromethyl)-4-(1H-pyrrolo[2,3-b]pyridin-4-yloxy)phenyl]-1-[5-(trifluoromethyl)-3-pyridinyl]-2,4-imidazolidinedione